I(=O)(=O)CC(CN1CCOCC1)I(=O)=O 1,2-diiodoxy-3-morpholinopropane